2,7-dibromobenzimidazole BrC=1NC2=C(N1)C(=CC=C2)Br